3-(2,6-dichloro-4-((4-(3-chloropropoxy)phenyl) sulfonyl) phenoxy)propane-1,2-diyl diacetate C(C)(=O)OCC(COC1=C(C=C(C=C1Cl)S(=O)(=O)C1=CC=C(C=C1)OCCCCl)Cl)OC(C)=O